COC(=O)C=1C=C2C(=NC1)NN=C2I 3-iodo-1H-pyrazolo[3,4-b]Pyridine-5-carboxylic acid methyl ester